ClC=1C=C(C=CC1Cl)N1C=C2C(=CC1=O)CC1CCC2N1 N-(3,4-dichlorophenyl)-3-oxo-3,5,6,7,8,9-hexahydro-2H-6,9-epiminocyclohepta[c]pyridine